5-(1-(2,2-difluoroethyl)-2-methyl-1H-imidazo[4,5-b]pyridin-6-yl)-N-(trans-4-(4-methylpiperazin-1-yl)cyclohexyl)pyrrolo[2,1-f][1,2,4]triazin-2-amine FC(CN1C(=NC2=NC=C(C=C21)C=2C=CN1N=C(N=CC12)N[C@@H]1CC[C@H](CC1)N1CCN(CC1)C)C)F